(R)-4-((S)-1-fluoroethyl)oxazolidin-2-one F[C@@H](C)[C@@H]1NC(OC1)=O